CC1(OB(OC1(C)C)[C@@H]1[C@H](C1)C=1C=CC=C2C=CN=CC12)C 8-[(1S,2S)-2-(4,4,5,5-tetramethyl-1,3,2-dioxaborolan-2-yl)cyclopropyl]isoquinoline